1-isopropyl-5-(2-methoxy-3-pyridinyl)-N-[(2-methoxy-3-pyridinyl)methyl]-3-methyl-pyrazolo[4,3-b]pyridin-7-amine C(C)(C)N1N=C(C2=NC(=CC(=C21)NCC=2C(=NC=CC2)OC)C=2C(=NC=CC2)OC)C